5-(4-hydroxyphenyl)-1-((tetrahydro-2H-pyran-2-yl)methyl)pyrimidin-2(1H)-one OC1=CC=C(C=C1)C=1C=NC(N(C1)CC1OCCCC1)=O